(R)-[3-(2-hydroxy-morpholin-3-onyl)-2-hydroxypropyl]-2-(trifluoromethyl)-5-nitroimidazole OC1C(N(CCO1)C[C@@H](CC=1N=C(NC1[N+](=O)[O-])C(F)(F)F)O)=O